(Z)-ethyl 2-((1H-pyrrolo[2,3-b]pyridine-3-carbonyl)imino)-3-benzyl-2,3-dihydrooxazole-4-carboxylate N1C=C(C=2C1=NC=CC2)C(=O)\N=C\2/OC=C(N2CC2=CC=CC=C2)C(=O)OCC